C(C)(C)(C)OC(=O)N1[C@@H](CCC1)CC=O (S)-2-(2-oxoethyl)pyrrolidine-1-carboxylic acid tert-butyl ester